ClC=1C=CC(=C(CNC[C@@H]2CN(CC2)C(=O)OC(C)(C)C)C1)OCC |r| Racemic-tert-butyl 3-(((5-chloro-2-ethoxybenzyl)amino)methyl)pyrrolidine-1-carboxylate